FC(C=1C=C(N)C=CC1)(F)F 3-(trifluoromethyl)-aniline